NCC#CC=1C=CC(=C(C(=O)NC2=CC=C(C=C2)S(=O)(=O)N2CCN(CC2)C2=CC(=CC=C2)C(F)(F)F)C1)N(S(=O)(=O)C)C 5-(3-Aminoprop-1-yn-1-yl)-2-(N-methylmethanesulfonamido)-N-[4-([4-[3-(trifluoromethyl)phenyl]-piperazin-1-yl]sulfonyl)phenyl]benzamide